4-chloro-3-(7,7-difluoro-2-azaspiro[3.3]heptan-2-yl)-1-(p-tolyl-sulfonyl)indazole ClC1=C2C(=NN(C2=CC=C1)S(=O)(=O)C1=CC=C(C=C1)C)N1CC2(C1)CCC2(F)F